BrC=1C=C(C=C2C(N(C(=NC12)N1CCOCC1)C)=O)F 8-bromo-6-fluoro-3-methyl-2-morpholinoquinazolin-4(3H)-one